(1r,4r)-4-isocyanatocyclohexane-1-carboxylic acid methyl ester COC(=O)C1CCC(CC1)N=C=O